O1C=NC2=C1C=C(C=C2)C2=NC(=C1C(=N2)N(N=C1)C1=CC=C(C=C1)F)NC(=O)C=1SC(=CC1)[N+](=O)[O-] N-(6-(benzo[d]oxazol-6-yl)-1-(4-fluorophenyl)-1H-pyrazolo[3,4-d]pyrimidin-4-yl)-5-nitrothiophene-2-carboxamide